CN(CCCN1NNCCC1)C 3-dimethylaminopropyl-hexahydrotriazine